FC1=C(C=CC=C1)C1=CC=C(C=C1)CC(CC(=O)NC1=CC=C(C=C1)O)(C)C 4-(2'-fluoro-[1,1'-biphenyl]-4-yl)-N-(4-hydroxyphenyl)-3,3-dimethylbutanamide